C1(=CC=CC=C1)C1=NC(=NC(=N1)C1=CC=CC=C1)C=1C=C(C(=C(C1)C=1C=CC=2N(C3=CC=CC=C3C2C1)C1=CC=CC=C1)C=1C=NC=CC1)C=1C=CC=2N(C3=CC=CC=C3C2C1)C1=CC=CC=C1 3,3'-(5-(4,6-diphenyl-1,3,5-triazin-2-yl)-2-(pyridin-3-yl)-1,3-phenylene)bis(9-phenyl-9H-carbazole)